CN1CCN(CC1)C1=NC(=NC=C1C1=CC=C(C=C1)N1C(CCC1)=O)NC1=CC2=C(OC[C@H]3N2C(CC3)=O)N=C1 (S)-2-((4-(4-methyl-piperazin-1-yl)-5-(4-(2-oxopyrrolidin-1-yl)phenyl)pyrimidin-2-yl)amino)-6,6a,7,8-tetrahydro-9H-pyrido-[2,3-b]pyrrolo[1,2-d]-[1,4]oxazin-9-one